BrC=1C(=C(C=C(C1)F)NS(=O)(=O)C1CCCC1)F N-(3-bromo-2,5-difluorophenyl)cyclopentanesulfonamide